[2-chloro-4-[[3-[1-(pyrimidin-2-ylmethyl)-3-(trifluoromethyl)pyrazol-4-yl]imidazo[1,2-a]pyrazin-8-yl]amino]phenyl]-piperazin-1-ylmethanone ClC1=C(C=CC(=C1)NC=1C=2N(C=CN1)C(=CN2)C=2C(=NN(C2)CC2=NC=CC=N2)C(F)(F)F)C(=O)N2CCNCC2